1-[3-[1-(Hydroxymethyl)-1-methylbutyl]sulfanyl-2,3-dihydrobenzofuran-2-yl]ethanone OCC(CCC)(C)SC1C(OC2=C1C=CC=C2)C(C)=O